tert-butyl {[(7R)-3-(benzyloxy)-7-{[(benzyloxy)carbonyl](butyl)amino}-1-fluoro-5,6,7,8-tetrahydronaphthalen-2-yl]({[(prop-2-en-1-yl)oxy]carbonyl}sulfamoyl)amino}acetate C(C1=CC=CC=C1)OC=1C(=C(C=2C[C@@H](CCC2C1)N(CCCC)C(=O)OCC1=CC=CC=C1)F)N(S(NC(=O)OCC=C)(=O)=O)CC(=O)OC(C)(C)C